CN1C2=C(C3=C1C(N(N=C3)CC=3C=C(C=CC3)NC(OC(C)(C)C)=O)=O)CCNC2 tert-butyl (3-((5-methyl-4-oxo-4,5,6,7,8,9-hexahydro-3H-pyrido[4',3':4,5]pyrrolo[2,3-d]pyridazin-3-yl)methyl)phenyl)carbamate